trans-1-benzyl-6-methylpiperidine-3-amine C(C1=CC=CC=C1)N1C[C@H](CC[C@@H]1C)N